1-(4-(1-((1R,6S)-6-((2-(2,6-dioxopiperidin-3-yl)-1-oxoisoindolin-5-yl)oxy)-2,2-difluorocyclohexyl)azetidin-3-yl)piperidine-1-carbonyl)cyclobutane-1-carbonitrile O=C1NC(CCC1N1C(C2=CC=C(C=C2C1)O[C@H]1CCCC([C@@H]1N1CC(C1)C1CCN(CC1)C(=O)C1(CCC1)C#N)(F)F)=O)=O